hydroxy-5-methoxy-6-methylpicolinimidamide OC=1C(=NC(=C(C1)OC)C)C(N)=N